CC1=C(C=CC=C1NC(C1=NC=C(C=C1)CN1CCC(CC1)O)=O)C1=C(C(=CC=C1)NC(C1=NC=C(C=C1)CN1CCC(CC1)O)=O)C N,N'-(2,2'-dimethyl-[1,1'-biphenyl]-3,3'-diyl)bis(5-((4-hydroxypiperidin-1-yl)methyl)picolinamide)